ClC=1C=NC(=NC1)C=1C=C(C(=NC1)C=1OC2=C(N1)C=C(C=C2)S(C(F)(F)F)(=O)=NCC)S(=O)(=O)CC [2-[5-(5-chloropyrimidin-2-yl)-3-ethylsulfonyl-2-pyridyl]-1,3-benzoxazol-5-yl]-ethylimino-oxo-(trifluoromethyl)-λ6-sulfane